(4-hydroxyphenyl)(1H-pyrrolo[2,3-b]pyridin-1-yl)methanone OC1=CC=C(C=C1)C(=O)N1C=CC=2C1=NC=CC2